N1(C=NC=C1)CCCNC(=O)C1=NN2C(N=C(C=C2C2=CC=C(C=C2)C)C2=CC=CC=C2)=C1 N-(3-(1H-imidazol-1-yl)propyl)-5-phenyl-7-(p-tolyl)pyrazolo[1,5-a]pyrimidine-2-carboxamide